1-((1-(6-(6-(Difluoromethyl)imidazo[1,2-b]pyridazin-3-yl)pyrimidin-4-yl)piperidin-3-yl)methyl)urea FC(C=1C=CC=2N(N1)C(=CN2)C2=CC(=NC=N2)N2CC(CCC2)CNC(=O)N)F